N-methyl-2-(4-(1-methyl-6-oxo-4-phenyl-1,6-dihydropyridin-3-yl)-1H-pyrazol-1-yl)acetamide CNC(CN1N=CC(=C1)C1=CN(C(C=C1C1=CC=CC=C1)=O)C)=O